O1C(COC2=NC=CC=C21)COC2=NC(N1C(C3=CC=C(C=C3CC1)C=1C=CC(=NC1)C#N)=C2)=O 5-[2-(2,3-Dihydro-[1,4]dioxino[2,3-b]pyridin-2-ylmethoxy)-4-oxo-6,7-dihydro-4H-pyrimido[6,1-a]isoquinolin-9-yl]-pyridine-2-carbonitrile